FC1([C@@H]([C@H](CCC1)O[C@@H]1[C@@H](CNCC1)F)NC(CC=1C(=C(C=CC1)C1=CC(=CC(=C1)F)F)F)=O)F N-[(1R,6S)-2,2-difluoro-6-{[(3R,4S)-3-fluoropiperidin-4-yl]oxy}cyclohexyl]-2-{2,3',5'-trifluoro-[1,1'-biphenyl]-3-yl}acetamide